CC(C)(C)[O-].C(C)(C)N1CC(OCC1)C1=CC=C(C=C1)C1=NNC(=C1C(C)C)C=1C=C(C=2N(C1)N=CN2)C 4-isopropyl-2-(4-(4-isopropyl-5-(8-methyl-[1,2,4]triazolo[1,5-a]pyridin-6-yl)-1H-pyrazol-3-yl)phenyl)morpholine tert-Butylat